FC1(C(C2=CC=CC=C2[C@]12CC1(OCCO1)CCC2)O)F (1S)-2,2-difluoro-2,3-dihydrodispiro[indene-1,1'-cyclohexane-3',2''-[1,3]dioxolane]-3-ol